FC1=CC=C(C=C1)COCC1(COC1)CC 4-fluoro-[1-(3-ethyl-3-oxetanyl-methoxy)methyl]benzene